[3-(4-Fluorophenyl)-4-(6-phenylfuro[2,3-d]pyrimidin-4-yl)-1H-pyrazol-1-yl]butanenitrile FC1=CC=C(C=C1)C1=NN(C=C1C=1C2=C(N=CN1)OC(=C2)C2=CC=CC=C2)C(C#N)CC